C(CCCCCNC(CCC1=CC(=C(C(=C1)C(C)(C)C)O)C(C)(C)C)=O)NC(CCC1=CC(=C(C(=C1)C(C)(C)C)O)C(C)(C)C)=O N,N'-(hexane-1,6-diyl)bis(3-(3,5-di-tert-butyl-4-hydroxyphenyl)propanamide)